Cl[SiH](Cl)Cl.[Cl] chlorine trichlorosilane